FC(C(=O)O)(F)F.NCC(CC=1N(C(NN1)=O)CC=1SC(=CC1)C=1C=NN(C1)S(=O)(=O)C1CC1)=C(F)F [2-(aminomethyl)-3,3-difluoro-allyl]-4-[[5-(1-cyclopropylsulfonylpyrazol-4-yl)-2-thienyl]methyl]-1,2,4-triazol-3-one trifluoroacetate salt